C(C)(C)(C)OC(=O)N1CCC(CC1)OC=1C=C2C=C[N+](=CC2=CC1)[O-] 6-((1-(tert-butoxycarbonyl)piperidin-4-yl)oxy)isoquinoline 2-oxide